4-{8-(5-chloro-6-methylpyridin-3-yl)-5-[4-(dimethylamino)piperidin-1-yl]imidazo[1,2-c]pyrimidin-7-yl}benzonitrile ClC=1C=C(C=NC1C)C=1C=2N(C(=NC1C1=CC=C(C#N)C=C1)N1CCC(CC1)N(C)C)C=CN2